FC(C(=C(C(C(F)(F)F)(C(F)(F)F)F)F)F)(F)F 1,1,1,2,3,4,5,5,5-nonafluoro-4-(trifluoromethyl)pent-2-en